C1(CCCCCC1)P(CCCCP(C1CCCCCC1)C1CCCCCC1)C1CCCCCC1 1,4-bis(dicycloheptylphosphino)butane